2-methoxy-4-hydroxybenzylalcohol COC1=C(CO)C=CC(=C1)O